benzyl (2R,3S,5S)-2,5-bis(hydroxymethyl)-3-(N-(4-methoxybenzyl)methylsulfonamido)pyrrolidine-1-carboxylate OC[C@@H]1N([C@@H](C[C@@H]1N(S(=O)(=O)C)CC1=CC=C(C=C1)OC)CO)C(=O)OCC1=CC=CC=C1